2-(dimethylamino)-N-(1,2,3,4-tetrahydroisoquinolin-5-yl)acetamide CN(CC(=O)NC1=C2CCNCC2=CC=C1)C